titanium toluenesulfonate C(C1=CC=CC=C1)S(=O)(=O)[O-].[Ti+4].C(C1=CC=CC=C1)S(=O)(=O)[O-].C(C1=CC=CC=C1)S(=O)(=O)[O-].C(C1=CC=CC=C1)S(=O)(=O)[O-]